N-[(S)-(4,4-Difluorocyclohexyl)-[6-[(1R)-1-(4,4,4-trifluorobutanoylamino)ethyl]-1H-benzimidazol-2-yl]methyl]-1-isopentyl-5-isopropyl-pyrazole-4-carboxamide FC1(CCC(CC1)[C@H](NC(=O)C=1C=NN(C1C(C)C)CCC(C)C)C1=NC2=C(N1)C=C(C=C2)[C@@H](C)NC(CCC(F)(F)F)=O)F